C(#N)CC1(CN(C1)C1CCN(CC1)C(=O)C1=CC=C(C=C1)C1=CC=C(C=C1)C#N)N1N=CC(=C1)C=1C2=C(N=CN1)NC=C2 4'-[(4-{3-(cyanomethyl)-3-[4-(7H-pyrrolo[2,3-d]pyrimidin-4-yl)-1H-pyrazol-1-yl]azetidin-1-yl}piperidin-1-yl)carbonyl]biphenyl-4-carbonitrile